C(CCCCCCCCCCCCCCCC)O heptadecylalcohol